C(C)(C)(C)OC(=O)N1CCC(CC1)(C(=O)O)SCC1=CC=C(C=C1)OC 1-(tert-butoxycarbonyl)-4-((4-methoxybenzyl)thio)piperidine-4-carboxylic acid